S(=O)(=O)(O)O.N1C(=CC=C1)C(=O)N pyrrole-2(1H)-carboxamide hydrogen sulfate